C12(CC3CC(CC(C1)C3)C2)C2=C(C=CC(=C2)Br)O ((3r,5r,7r)-adamantane-1-yl)-4-bromophenol